CC(CN(C1=CC2=CC=CC=C2C=C1)CC(C)C)C N,N-bis(2-methylpropyl)-naphthalene-2-amine